1,8-Dimethyl-6-((6-methylpyridin-2-yl)methyl)-2,3-dithia-6,8-diazabicyclo[3.2.2]nonane-7,9-dione CC12SSCC(N(C1=O)CC1=NC(=CC=C1)C)C(N2C)=O